C(C)C=1N=C(C2=C(N1)SC(=C2)C)NCCOC 2-ethyl-N-(2-methoxyethyl)-6-methylthieno[2,3-d]pyrimidin-4-amine